Tert-Butyl 4-[(2-ethenylpyridin-3-yl)methyl]piperazine-1-carboxylate C(=C)C1=NC=CC=C1CN1CCN(CC1)C(=O)OC(C)(C)C